N-(3,4-dichloro-5-fluoro[1,1'-biphenyl]-2-yl)-3-(difluoromethyl)-1-methyl-1H-pyrazole-4-carboxamide ClC=1C(=C(C=C(C1Cl)F)C1=CC=CC=C1)NC(=O)C=1C(=NN(C1)C)C(F)F